2-(methyl-sulfonyl)ethan-1-amine CS(=O)(=O)CCN